(S)-1-[7-(3-chloro-1-isopropyl-1H-indazol-5-ylmethoxy)-2H-chromen-3-ylmethyl]-pyrrolidine-3-carboxylic acid methyl ester COC(=O)[C@@H]1CN(CC1)CC=1COC2=CC(=CC=C2C1)OCC=1C=C2C(=NN(C2=CC1)C(C)C)Cl